BrC/C=C/CNC(OCCCC)=O butyl N-[(2E)-4-bromobut-2-en-1-yl]carbamate